C(#N)C=1C=CC(=NC1)OCC(C)(C)NC(=O)C=1C=C2C(=NC1)N(C=C2)C N-(1-((5-cyanopyridin-2-yl)oxy)-2-methylpropan-2-yl)-1-methyl-1H-pyrrolo[2,3-b]pyridine-5-carboxamide